2-(3-methyl-1H-pyrazol-4-yl)-N-(1-(oxetan-3-yl)-3-(pyridin-2-yl)-1H-pyrazol-4-yl)thiazole-4-carboxamide CC1=NNC=C1C=1SC=C(N1)C(=O)NC=1C(=NN(C1)C1COC1)C1=NC=CC=C1